decamethylene-bis-(trimethyl-ammonium) C[N+](CCCCCCCCCC[N+](C)(C)C)(C)C